FC1=C(C=C(C=C1)F)C1=C(C(=NC=C1)C1C(CC(CC1)=O)C)NC(OC(C)(C)C)=O rac-tert-butyl (4-(2,5-difluorophenyl)-2-((anti)-2-methyl-4-oxocyclohexyl)pyridin-3-yl)carbamate